C(CCCCCCCCCCC)N(CC(=O)N(CCCCCCCCCCCC)CCN1CCN(CC1)C(=O)OC(C)(C)C)CCCCCCCCCCCC tert-Butyl 4-(2-(2-(didodecylamino)-N-dodecylacetamido)ethyl)piperazine-1-carboxylate